FC=1C=C(C=CC1F)CN1C[C@@H](N(C[C@@H]1C)C1=CC(N(C=2C=CC(=NC12)C#N)C)=O)C |&1:14| 8-[(2S,SR)-4-[(3,4-difluorophenyl)methyl]-2,5-dimethylpiperazin-1-yl]-5-methyl-6-oxo-5,6-dihydro-1,5-naphthyridine-2-carbonitrile